S-adenosylmethioninamine [C@@H]1([C@H](O)[C@H](O)[C@@H](C[S+](CCCN)C)O1)N1C=NC=2C(N)=NC=NC12